N-(4-((4-((1,4-dioxan-2-yl)methoxy)-6-(methylsulfonyl)pyridin-2-yl)amino)-5-(3,3-dimethyl-2,3-dihydro-[1,4]dioxino[2,3-b]pyridin-6-yl)pyridin-2-yl)acetamide O1C(COCC1)COC1=CC(=NC(=C1)S(=O)(=O)C)NC1=CC(=NC=C1C1=CC=C2C(=N1)OC(CO2)(C)C)NC(C)=O